C1(CC1)C=1C=C(C=CC1)CNC(OC(C)(C)C)=O tert-butyl N-[(3-cyclopropylphenyl)methyl]carbamate